C(C)(C)C1=CC=C(C=C1)C=1C=C2CCC3(C(C2=CC1)NC(O[C@@H]1CN2CCC1CC2)=O)CC3 (S)-quinuclidin-3-yl (6'-(4-isopropylphenyl)-3',4'-dihydro-1'H-spiro[cyclopropane-1,2'-naphthalen]-1'-yl)carbamate